2-chloro-4-(1-ethyl-1H-pyrazol-5-yl)benzaldehyde ClC1=C(C=O)C=CC(=C1)C1=CC=NN1CC